5-iodo-1-(tetrahydro-2H-pyran-2-yl)-1H-indazolecarbaldehyde IC=1C=C2C(=NN(C2=CC1)C1OCCCC1)C=O